C(C)OCC=1C=C2C(C=C(NC2=CC1)C1=CC=CC=C1)=O 6-(ethoxymethyl)-2-phenyl-quinolin-4(1H)-one